tert-butyl (1-(4-(2-(2-aminopyridin-3-yl)-5-phenyl-3H-imidazo[4,5-b]pyridin-3-yl)benzyl)piperidin-4-yl)(cyclopropyl)carbamate NC1=NC=CC=C1C1=NC=2C(=NC(=CC2)C2=CC=CC=C2)N1C1=CC=C(CN2CCC(CC2)N(C(OC(C)(C)C)=O)C2CC2)C=C1